N1[C@@H](CCC1)C(=O)O anti-proline